N1(N=NC=C1)C[C@]1(C[C@H](N(C1)C(CNC(=O)C=1C=CC=2SC3=CC=CC=C3OC2C1)=O)C(=O)N[C@H](C)C1=CC=2C=NC=CC2N1)F (2S,4R)-4-((1H-1,2,3-triazol-1-yl)methyl)-N-((R)-1-(1H-pyrrolo[3,2-c]pyridin-2-yl)ethyl)-4-fluoro-1-((phenoxathiine-3-carbonyl)glycyl)pyrrolidine-2-carboxamide